FC(OC1=C(C=CC=C1)S(=O)(=O)NC1=C(C=CC(=C1)CNC)C=1OC=CC1)(F)F 2-trifluoromethoxy-N-(2-(furan-2-yl)-5-((methylamino)methyl)phenyl)benzenesulfonamide